C(C1CO1)OC1=CC=C(C=C1)OCC1CO1 1,4-bis(β,γ-epoxypropoxy)benzene